NC1CCN(CC1)C1=NC(=C2N=CN(C2=N1)C(C)C)NCC1=C(C=CC=C1C(F)(F)F)N1N=C(C=C1)C(C)(C)O 2-(1-(2-(((2-(4-aminopiperidin-1-yl)-9-isopropyl-9H-purin-6-yl)amino)methyl)-3-(trifluoromethyl)phenyl)-1H-pyrazol-3-yl)propan-2-ol